1-(1-methyl-1H-imidazol-2-yl)-3-phenylhept-6-en-1-yn-3-ol CN1C(=NC=C1)C#CC(CCC=C)(O)C1=CC=CC=C1